(2S,3S,5R)-3-[(tert-butyldimethylsilyl)oxy]-5-(5-methyl-2,4-dioxo-3H-pyrimidin-1-yl)oxolane-2-carbaldehyde [Si](C)(C)(C(C)(C)C)O[C@@H]1[C@H](O[C@H](C1)N1C(NC(C(=C1)C)=O)=O)C=O